C(C)C1CC(CC(C1)C)CC 1,3-Diethyl-5-methylcyclohexan